beta-glucosyl-5-hydroxymethylcytosine C1=NC(=O)NC(=C1CO[C@H]2[C@@H]([C@H]([C@@H]([C@H](O2)CO)O)O)O)N